Eicosyl mercaptan C(CCCCCCCCCCCCCCCCCCC)S